(S)-methyl 2-aminobutyrate sulfate S(=O)(=O)(O)O.N[C@H](C(=O)OC)CC